Cl.NCC1CCC(CC1)CN 1,4-bis(aminomethyl)cyclohexane hydrochloride